CC=1N=C2N(N=C(C=C2)C=2C=C(C=CC2)NC(C)=O)C1 N-(3-(2-methylimidazo[1,2-b]pyridazin-6-yl)phenyl)acetamide